1-[5-(5-chloro-2-methoxypyridin-4-yl)-1H-pyrazole-3-carbonyl]-N-[(4-cyanopyridin-2-yl)methyl]piperidine-4-carboxamide potassium hydrogen carbonate C(O)([O-])=O.[K+].ClC=1C(=CC(=NC1)OC)C1=CC(=NN1)C(=O)N1CCC(CC1)C(=O)NCC1=NC=CC(=C1)C#N